aziridin-1-yl(1-hydroxy-6,6,9-trimethyl-3-pentyl-6a,7,8,10a-tetrahydro-6H-benzo[c]chromen-2-yl)methanone N1(CC1)C(=O)C=1C(=C2C3C(C(OC2=CC1CCCCC)(C)C)CCC(=C3)C)O